3-palmitoyl-rac-glycerol C(CCCCCCCCCCCCCCC)(=O)OC[C@@H](CO)O |r|